20-hydroxy-3,6,9,12,15,18-hexaoxaeicosyl 4-methylbenzenesulfonate CC1=CC=C(C=C1)S(=O)(=O)OCCOCCOCCOCCOCCOCCOCCO